Myristyllactat C(CCCCCCCCCCCCC)OC(C(O)C)=O